C(C)(C)OC1=C(C=C2C(=CN=C(C2=C1)OC[C@H]1NC(CC1)=O)C#CC1CC(C1)=O)C(=O)N (S)-7-isopropoxy-4-((3-oxocyclobutyl)ethynyl)-1-((5-oxopyrrolidin-2-yl)methoxy)isoquinoline-6-carboxamide